ClC=1C(=C2C=NN(C2=C(C1F)SC)C1OCCCC1)C=1C=CC=2N(C1)C=C(N2)N 6-(5-chloro-6-fluoro-7-(methylthio)-1-(tetrahydro-2H-pyran-2-yl)-1H-indazol-4-yl)imidazo[1,2-a]pyridin-2-amine